FC1=CC=C(C=C1)C1=CC=C(C=C1)OC1=CC=C(C(=N1)C)[N+](=O)[O-] 6-((4'-fluoro-[1,1'-biphenyl]-4-yl)oxy)-2-methyl-3-nitropyridine